C(CCCC)S Amylmercaptan